O1CC(C1)NC1=NC=C(C=N1)C=O 2-(oxetan-3-ylamino)pyrimidine-5-carbaldehyde